[Cu]=O.[Zn].[Ni] nickel-zinc-copper oxide